ClC1=NC=C(C(=N1)C=1C=C2C(=C(C(=NC2=C(C1)F)C)C(C)O)C)Cl 1-(6-(2,5-dichloropyrimidin-4-yl)-8-fluoro-2,4-dimethylquinolin-3-yl)ethan-1-ol